BrC=1C=CC2=C(N(N=N2)C(C)C)C1 6-bromo-1-(propan-2-yl)-1H-benzotriazole